2-(((3-(dimethylamino)propyl)amino)methyl)-2-((oleoyloxy)methyl)propane-1,3-diyl dioleate C(CCCCCCC\C=C/CCCCCCCC)(=O)OCC(COC(CCCCCCC\C=C/CCCCCCCC)=O)(COC(CCCCCCC\C=C/CCCCCCCC)=O)CNCCCN(C)C